C(C=C)N(C(CBr)=O)C1=C(C=CC=C1)C(C1=CC=CC=C1)=O N-allyl-N-(2-benzoylphenyl)-2-bromoacetamide